(dimethylamino)tin(IV) CN(C)[Sn+3]